4-({[1-(furan-2-carbonyl)-3-[1-(3-hydroxypyrrolidine-1-carbonyl)-2-methylazetidin-3-yl]-4-methyl-1H-pyrazol-5-yl]sulfanyl}methyl)benzene-1-carboximidamide O1C(=CC=C1)C(=O)N1N=C(C(=C1SCC1=CC=C(C=C1)C(N)=N)C)C1C(N(C1)C(=O)N1CC(CC1)O)C